3-(cyclopropylmethylamino)-3-oxopropionic acid C1(CC1)CNC(CC(=O)O)=O